4-{5-[(cyclopropylmethyl)sulfanyl]pyrazin-2-yl}-1',3'-dihydrospiro[cyclohexane-1,2'-inden]-3'-amine C1(CC1)CSC=1N=CC(=NC1)C1CCC2(CC3=CC=CC=C3C2N)CC1